C(C(O)C1=CC=CC=C1)(=O)O.C1(C=CC2=CC=CC=C12)N indeneamine mandelate salt